Lithium triphosphate [O-]P([O-])(=O)OP(=O)([O-])OP(=O)([O-])[O-].[Li+].[Li+].[Li+].[Li+].[Li+]